1,4-dihydroxyhexanediol diacrylate C(C=C)(=O)OC(CCC(CC)O)(OC(C=C)=O)O